4-(benzyloxy)-3-(methoxycarbonyl)-8-phenoxyisoquinoline 2-oxide C(C1=CC=CC=C1)OC1=C([N+](=CC2=C(C=CC=C12)OC1=CC=CC=C1)[O-])C(=O)OC